C(C)OC(CC=C)=O Ethyl-VinylAcetate